ClC=1C(=C2C=NNC2=CC1C)C=1C(=NN(C1C)C1CC2(CN(C2)C(C=C)=O)C1)C=1C=C2C=CN=NC2=CC1 1-{6-[4-(5-chloro-6-methyl-1H-indazol-4-yl)-3-(cinnolin-6-yl)-5-methyl-1H-pyrazol-1-yl]-2-azaspiro[3.3]heptan-2-yl}prop-2-en-1-one